C(=C)[C@H]1CC=C(CC1)C=O |r| (+-)-4-vinyl-1-cyclohexene-1-carbaldehyde